3-(3-(2-(2-methoxyethoxy)ethoxy)phenyl)imidazo[1,2-a]pyridine COCCOCCOC=1C=C(C=CC1)C1=CN=C2N1C=CC=C2